DIBENZ[B,F]AZEPINE C1=CC=CC=2NC3=C(C=CC21)C=CC=C3